1-((3s,4r)-4-(3,4-difluorophenyl)-1-(2-methoxyethyl)pyrrolidin-3-yl)-3-(4-ethyl-3-(2-hydroxy-2-methylpropyloxy)-1-phenyl-1H-pyrazol-5-yl)urea FC=1C=C(C=CC1F)[C@H]1[C@@H](CN(C1)CCOC)NC(=O)NC1=C(C(=NN1C1=CC=CC=C1)OCC(C)(C)O)CC